C(CCC(=O)C)(=O)OCC trans-ethyl levulinate